C(C)(C)(C)OC(=O)N1C[C@H](N(CC1)C(C)=O)C1=CC(=NC(=C1)C1=NC(=NC(=C1)C(NC)=O)C)Cl.BrC1=CC(=C(C=C1OC)C(C)=O)OC 1-(4-bromo-2,5-dimethoxyphenyl)ethanone (R)-tert-butyl-4-acetyl-3-(2-chloro-6-(2-methyl-6-(methylcarbamoyl)pyrimidin-4-yl)pyridin-4-yl)piperazine-1-carboxylate